(4-(1-(2-methoxyethyl)-4-(trifluoromethyl)-1H-imidazol-2-yl)phenyl)methanamine COCCN1C(=NC(=C1)C(F)(F)F)C1=CC=C(C=C1)CN